tert-butyl (2R)-2-[[[3-amino-7-(2-fluoro-6-methyl-phenyl)-5-isoquinolyl]amino]methyl]piperidine-1-carboxylate NC=1N=CC2=CC(=CC(=C2C1)NC[C@@H]1N(CCCC1)C(=O)OC(C)(C)C)C1=C(C=CC=C1C)F